[[5-[5-(difluoromethyl)-1,3,4-oxadiazol-2-yl]thiazol-2-yl]methyl]spiro[cyclopropane-1,3'-pyrrolo[2,3-c]pyridine]-2'-one FC(C1=NN=C(O1)C1=CN=C(S1)CC1=C2C(=CN=C1)NC(C21CC1)=O)F